N,N-diethyl-3-(4-hydroxyphenyl)acrylamide C(C)N(C(C=CC1=CC=C(C=C1)O)=O)CC